ClC1=CC=C(CN2C(=NC=3N(C(N(C(C23)=O)CCCO)=O)C)C(C2=CC(=CC=C2)OC(F)(F)F)=O)C=C1 7-(4-chlorobenzyl)-1-(3-hydroxypropyl)-3-methyl-8-(3-(trifluoromethoxy)benzoyl)-1H-purine-2,6(3H,7H)-dione